4-(5-methyl-1,3,4-oxadiazol-2-yl)benzene CC1=NN=C(O1)C1=CC=CC=C1